benzyl 4-[[3-(piperazin-1-ylmethyl)-1-bicyclo[1.1.1]pentanyl]methyl]piperazine-1-carboxylate N1(CCNCC1)CC12CC(C1)(C2)CN2CCN(CC2)C(=O)OCC2=CC=CC=C2